C(C)OS(=O)(=O)OCC.C(C(=C)C)(=O)O methacrylic acid diethyl-sulfate